[O-]S(=O)(=O)C(F)(F)F.C(=O)(O)CN1C2=CC=CC=C2C=2CC(CCC12)N(S(=O)(=O)C1=CC=C(C=C1)[N+](C)(C)C)C 4-(N-(9-(carboxymethyl)-2,3,4,9-tetrahydro-1H-carbazol-3-yl)-N-methylsulfamoyl)-N,N,N-trimethylbenzenaminium triflate salt